5-(2-(5-Thioxo-4,5-dihydro-1,2,4-oxadiazol-3-yl)pyridin-4-yl)-1,5-dihydro-2H-naphtho[1,2-b][1,4]diazepine-2,4(3H)-dione triethylamine salt C(C)N(CC)CC.S=C1NC(=NO1)C1=NC=CC(=C1)N1C2=C(NC(CC1=O)=O)C1=CC=CC=C1C=C2